NC1=CC(=C(C(=C1C(C)=O)F)C=1C=NC(=CC1)CO[Si](C)(C)C(C)(C)C)F 1-(6-amino-3-(6-(((tert-butyldimethylsilyl)oxy)methyl)pyridin-3-yl)-2,4-difluorophenyl)ethan-1-one